ClC1=NC=C(C(=N1)N)C1=CCCC1 2-chloro-5-(cyclopent-1-en-1-yl)pyrimidin-4-amine